CN1N=CC(=C1)C1=CC2=C(O[C@@H](CN2)[C@H](NCCC=2C=NC(=NC2)C)C2=CC=CC=C2)N=C1 N-((R)-((S)-7-(1-methyl-1H-pyrazol-4-yl)-2,3-dihydro-1H-pyrido[2,3-b][1,4]oxazin-3-yl)(phenyl)methyl)-2-(2-methylpyrimidin-5-yl)ethanamine